(S)-1-((S)-1-(3-chloro-5-fluoro-2-((2-methyl-4-(1-methyl-1H-1,2,4-triazol-5-yl)quinolin-8-yloxy)methyl)phenyl)ethyl)-5-hydroxypiperidin-2-one ClC=1C(=C(C=C(C1)F)[C@H](C)N1C(CC[C@@H](C1)O)=O)COC=1C=CC=C2C(=CC(=NC12)C)C1=NC=NN1C